C(C)(C)(C)OC(C1=CC(=CC=C1)CCN1N=CN=C1CO)=O.ClC1=C(C(=O)NC2=C3C=NN(C3=CC=C2)C2=CC(=NC(=C2)C)C)C=C(C=C1)CNC(COC)=O 2-chloro-N-[1-(2,6-dimethylpyridin-4-yl)-1H-indazol-4-yl]-5-{[(methoxyacetyl)amino]methyl}benzamide tert-butyl-3-(2-(5-(hydroxymethyl)-1H-1,2,4-triazol-1-yl)ethyl)benzoate